2-amino-6-(2,2-difluorocyclohexyl)-4-(4-ethoxy-1H-pyrazol-1-yl)-6,7-dihydro-5H-pyrrolo[3,4-d]pyrimidin-5-one NC=1N=C(C2=C(N1)CN(C2=O)C2C(CCCC2)(F)F)N2N=CC(=C2)OCC